2-{[(1S)-1-{4-[(2R)-2-(4-acryloylpiperazin-1-yl)butan-2-yl]phenyl}ethyl]amino}-8-(propan-2-yl)pyrido[2,3-d]pyrimidin-7(8H)-one C(C=C)(=O)N1CCN(CC1)[C@](C)(CC)C1=CC=C(C=C1)[C@H](C)NC=1N=CC2=C(N1)N(C(C=C2)=O)C(C)C